CN(C)\C=C/1\CCC(C1=O)(C(F)(F)F)C (Z)-5-((dimethylamino)methylene)-2-methyl-2-(trifluoromethyl)cyclopentan-1-one